Cl.Cl.COC(C(CC=1C=C2C=NN(C2=C(C1)C)C)N)=O 2-amino-3-(1,7-dimethyl-1H-indazol-5-yl)propionic acid methyl ester dihydrochloride